2-(tert-butyl)oxazoline Tert-Butyl-3-(4-(4-hydroxyphenyl)-3-methyl-2-oxoimidazolidin-1-yl)-2,6-dioxopiperidine-1-carboxylate C(C)(C)(C)OC(=O)N1C(C(CCC1=O)N1C(N(C(C1)C1=CC=C(C=C1)O)C)=O)=O.C(C)(C)(C)C=1OCCN1